(9H-fluoren-9-yl)methyl (S)-2-(((S)-1-((2S,4R)-2-((bis(4-methoxyphenyl)(phenyl)methoxy)methyl)-4-hydroxypyrrolidin-1-yl)-4-methyl-1-oxopentan-2-yl)carbamoyl)pyrrolidine-1-carboxylate COC1=CC=C(C=C1)C(OC[C@H]1N(C[C@@H](C1)O)C([C@H](CC(C)C)NC(=O)[C@H]1N(CCC1)C(=O)OCC1C2=CC=CC=C2C=2C=CC=CC12)=O)(C1=CC=CC=C1)C1=CC=C(C=C1)OC